NC1(CC1)C1=CC=C(C=C1)C1=CC(=CC(=C1)N1N=NC(=C1)C1=CC=C(C=C1)C(F)(F)F)C(=O)OC Methyl 4'-(1-aminocyclopropyl)-5-(4-(4-(trifluoromethyl)phenyl)-1H-1,2,3-triazol-1-yl)-[1,1'-biphenyl]-3-carboxylate